tris(triphenylphosphine) silver (I) bromide [Ag]Br.C1(=CC=CC=C1)P(C1=CC=CC=C1)C1=CC=CC=C1.C1(=CC=CC=C1)P(C1=CC=CC=C1)C1=CC=CC=C1.C1(=CC=CC=C1)P(C1=CC=CC=C1)C1=CC=CC=C1